C1=CC=C(C=C1)C2=C(C=CC(=C2)Cl)Cl The molecule is a dichlorobiphenyl that is p-dichlorobenzene in which one of the hydrogens has been replaced by a phenyl group. It is a dichlorobiphenyl and a dichlorobenzene.